SCCC=1N=C(NC1)C(=O)N 4(s)-(2-mercaptoethyl)-1H-imidazole-2-carboxamide